1-(mesitylenesulfonyl)-4-(naphthalen-2-yloxy)piperidine C1(=C(C(=CC(=C1)C)C)S(=O)(=O)N1CCC(CC1)OC1=CC2=CC=CC=C2C=C1)C